C(#N)C=1C=CC(=C(C(=O)NC=2C(=NC(=CC2)OC)C)C1)NC1=C(C=C(C=C1)F)C 5-cyano-2-((4-fluoro-2-methylphenyl)-amino)-N-(6-methoxy-2-methylpyridin-3-yl)benzamide